FC=1C=C(CC2=CC(=NC=C2)N2N=C(C=C2CO)C(=O)OC)C=C(C1)C(F)(F)F methyl 1-(4-(3-fluoro-5-(trifluoromethyl) benzyl) pyridin-2-yl)-5-(hydroxymethyl)-1H-pyrazole-3-carboxylate